CN1C(C[C@@H](C1)NC=1C=CC=C2CCNCC12)=O (S)-1-Methyl-4-((1,2,3,4-tetrahydroisoquinolin-8-yl)amino)pyrrolidin-2-one